norbornyl isocyanate C12(CCC(CC1)C2)N=C=O